OC(CCCC(=O)O)CCCCCCCCCCCCCCCCCCCCCCCC 5-Hydroxy-nonacosanoic acid